hexynyl-hydroperoxyproline tert-butyl-(1S,3R,5S)-3-{[(3-amino-6-methoxypyridin-2-yl)oxy]methyl}-2-azabicyclo[3.1.0]hexane-2-carboxylate C(C)(C)(C)[C@]12N([C@H](C[C@H]2C1)COC1=NC(=CC=C1N)OC)C(=O)O.C(#CCCCC)[C@@]1(N(CCC1)OO)C(=O)O